3-(2-hydroxyethoxy)propane-1,2-diol OCCOCC(CO)O